ClC=1C=C(C=C(C1OCCCl)C#N)C(C)(C)C1=CC=C(OCC2=NC(=NC=C2)N2C[C@@H]3[C@H](C2)CN(C3)C(=O)OC(C)(C)C)C=C1 tert-butyl (3aR,6aS)-5-(4-((4-(2-(3-chloro-4-(2-chloroethoxy)-5-cyanophenyl)propan-2-yl)phenoxy)methyl)pyrimidin-2-yl)hexahydropyrrolo[3,4-c]pyrrole-2(1H)-carboxylate